OCC=1C=C(N=NC1NC1CN(CCC1)C)C1=C(C=C(C=C1C)C(F)(F)F)O 2-(5-(hydroxymethyl)-6-((1-methylpiperidin-3-yl)amino)pyridazin-3-yl)-3-methyl-5-(trifluoromethyl)phenol